ClC1=C(C(=O)Cl)C=CC(=C1)OC1=CC=C(C=2C=COC21)F 2-chloro-4-((4-fluorobenzofuran-7-yl)oxy)benzoyl chloride